FC1(C(N(C2=C(O1)C=C(C(=C2)C2=C(C(=C(C(=C2F)F)OC)F)F)F)CC(=O)OC)=O)F methyl 2-(2,2,7-trifluoro-3-oxo-6-(2,3,5,6-tetrafluoro-4-methoxyphenyl)-2,3-dihydro-4H-benzo[b][1,4]oxazin-4-yl)acetate